CC=1OC=CSC1 METHYL-1,4-OXATHIIN